The molecule is the hexaanion of coenzyme alpha-F420-3 arising from deprotonation of the carboxylic acid and phosphate functions as well as the 3-position on the pyrimidinoquinoline ring system; major species at pH 7.3. It is a ribitol phosphate and a tetracarboxylic acid anion. It is a conjugate base of a coenzyme alpha-F420-3(5-). C[C@@H](C(=O)N[C@@H](CCC(=O)N[C@@H](CCC(=O)N[C@@H](CCC(=O)[O-])C(=O)[O-])C(=O)[O-])C(=O)[O-])OP(=O)([O-])OC[C@H]([C@H]([C@H](CN1C2=CC(=O)C=CC2=CC3=C1N=C(NC3=O)[O-])O)O)O